C(C)C(CS[Sn](CCCC)(CCCC)SCC(CCCC)CC)CCCC di(2-ethylhexylthio)dibutyltin